SCCP(O)(O)=O (2-mercaptoethyl)phosphonic acid